N-(3-(4-benzylpiperidin-1-yl)propyl)-4-nitrobenzenesulfonamide C(C1=CC=CC=C1)C1CCN(CC1)CCCNS(=O)(=O)C1=CC=C(C=C1)[N+](=O)[O-]